C(C)N1N=CC=C1C(=O)NC(C(=O)NC1=CC=C(C=C1)C=1C(=[N+](C=CC1C)[O-])C)C1CCC(CC1)C(F)(F)F 3-(4-(2-(1-ethyl-1H-pyrazole-5-carboxamido)-2-(4-(trifluoromethyl)cyclohexyl)acetamido)phenyl)-2,4-dimethylpyridine 1-oxide